di(2-ethylhexyl) sulfosuccinate sodium [Na].S(=O)(=O)(O)C(C(=O)OCC(CCCC)CC)CC(=O)OCC(CCCC)CC